COC=1C=C2C(=CC=NC2=CC1OC)OC1=CC=C(C=C1)NC(=O)NCCCC1=CC(=CC=C1)C 1-(4-((6,7-dimethoxyquinolin-4-yl)oxy)phenyl)-3-(3-(3-(methyl)phenyl)propyl)urea